ClC=1N=C(C2=C(N1)C=CO2)OCC2=CC=C(C=C2)N2N=C(C=C2C)C(F)(F)F 2-Chloro-4-((4-(5-methyl-3-(trifluoromethyl)-1H-pyrazol-1-yl)benzyl)oxy)furo[3,2-d]pyrimidine